3-[(2S)-4-(5-{[4-(4-chlorothiophen-2-yl)-5-{[(2R)-2-methylpyrrolidin-1-yl]methyl}-1,3-thiazol-2-yl]carbamoyl}pyrazin-2-yl)-2-methylpiperazin-1-yl]propanoic acid dimalate dimaleate C(\C=C/C(=O)O)(=O)O.C(\C=C/C(=O)O)(=O)O.C(C(O)CC(=O)O)(=O)O.C(C(O)CC(=O)O)(=O)O.ClC=1C=C(SC1)C=1N=C(SC1CN1[C@@H](CCC1)C)NC(=O)C=1N=CC(=NC1)N1C[C@@H](N(CC1)CCC(=O)O)C